CC1(CCC2CC=C(CC2C1)C)C 3,3,6-Trimethyl-1,3,4,5,8,8a-hexahydronaphthalen